FC(OC1=CC=CC2=CC(=CC=C12)B(O)O)F 1-(DIFLUOROMETHOXY)NAPHTHALENE-6-BORONIC ACID